OCC1N(CCN(C1C)C(=O)OC(C)(C)C)C(=O)OC(C)(C)C Di-tert-butyl 2-(hydroxymethyl)-3-methyl-piperazine-1,4-dicarboxylate